2-azaspiro[3.6]decane C1NCC12CCCCCC2